[N+](=O)([O-])C=1C=NN(C1)[C@@H]1CC[C@H](CC1)CC#N 2-((trans)-4-(4-nitro-1H-pyrazol-1-yl)cyclohexyl)acetonitrile